1-(4-methoxy-butyl)-3-methylimidazolium COCCCCN1C=[N+](C=C1)C